C(C)OC1=NC=CC(C1OCC)=O 2,3-diethoxypyridine-4-one